5-(((4-((1R,5S)-3,8-diazabicyclo[3.2.1]octan-3-yl)-7-(8-ethyl-7-fluoro-3-hydroxynaphthalen-1-yl)-6,8-difluoroquinazolin-2-yl)oxy)methyl)-5-methyldihydrofuran-2(3H)-one [C@H]12CN(C[C@H](CC1)N2)C2=NC(=NC1=C(C(=C(C=C21)F)C2=CC(=CC1=CC=C(C(=C21)CC)F)O)F)OCC2(CCC(O2)=O)C